(4-methoxyphenyl) phosphite P(OC1=CC=C(C=C1)OC)([O-])[O-]